4-chloro-2,3-dimethylpyridine-1-oxide ClC1=C(C(=[N+](C=C1)[O-])C)C